(2S)-1,7,10-tribenzyl-4-(4-methoxybenzyl)-2-(4-{2-[2-(2-methoxyethoxy)ethoxy]ethoxy}benzyl)-1,4,7,10-tetraazacyclododecane C(C1=CC=CC=C1)N1[C@H](CN(CCN(CCN(CC1)CC1=CC=CC=C1)CC1=CC=CC=C1)CC1=CC=C(C=C1)OC)CC1=CC=C(C=C1)OCCOCCOCCOC